1-(4-tert-butyl-phenyl)-3-styryl-5-phenyl-pyrazoline C(C)(C)(C)C1=CC=C(C=C1)N1NC(=CC1C1=CC=CC=C1)C=CC1=CC=CC=C1